C(C)CCC(CC)=O ethyl-propionone